C(C)OC1=CC2=NC3=CC(CC=C3N=C2C=C1)=O 7-Ethoxy-3H-phenazin-3-one